C1(CCCC1)C[C@@H](C(=O)N[C@H](CO)C[C@H]1C(NCC1)=O)NC(O)=O ((S)-3-cyclopentyl-1-(((S)-1-hydroxy-3-((S)-2-oxopyrrolidin-3-yl)propan-2-yl)amino)-1-oxopropan-2-yl)carbamic acid